FC(C(=O)O)(F)F.NC1CCN(CC1)C1=CC(=C(C#N)C=C1)C(F)(F)F 4-(4-aminopiperidin-1-yl)-2-(trifluoromethyl)benzonitrile 2,2,2-trifluoroacetate salt